ClC1=C(C=CC=C1C=1C=C2CCC(NC2=CC1)=O)C1C(NC(CC1)=O)=O 3-(2-chloro-3-(2-oxo-1,2,3,4-tetrahydroquinolin-6-yl)phenyl)piperidine-2,6-dione